C(N)(=O)C1CCC(CC1)[C@@H](C)NC(OC(C)(C)C)=O tert-butyl ((R)-1-((1r,4R)-4-carbamoylcyclohexyl)ethyl)carbamate